FC1=C(C=CC(=C1)B1OC(C(O1)(C)C)(C)C)N1CCN(CC1)C(C)C 1-(2-fluoro-4-(4,4,5,5-tetramethyl-1,3,2-dioxaborolan-2-yl)phenyl)-4-isopropylpiperazine